[N+](=O)([O-])C1=CC=C(C=C1)OS(=O)(=O)[O-].[K+] potassium 4-nitrophenylsulfate